ClC=1C=C(C=CC1)N1N=C(C=C1)[C@@H](C(=O)NC1=NNC(=C1)C1CC1)C (S)-2-(1-(3-chlorophenyl)-1H-pyrazol-3-yl)-N-(5-cyclopropyl-1H-pyrazol-3-yl)propanamide